3-Acetamido-5-(2-(5-(tert-butoxycarbonyl)-5-azaspiro[2.4]hept-7-yl)ethoxy)-1H-indole-1-carboxylic acid tert-butyl ester C(C)(C)(C)OC(=O)N1C=C(C2=CC(=CC=C12)OCCC1CN(CC12CC2)C(=O)OC(C)(C)C)NC(C)=O